5-(6-fluoroquinolin-2-yl)-2-isopropyl-1,3-phenylenedi(dihydrogen phosphate) FC=1C=C2C=CC(=NC2=CC1)C=1C=C(C(=C(C1)OP(=O)(O)[O-])C(C)C)OP(=O)(O)[O-]